triethanolamine isostearate C(CCCCCCCCCCCCCCC(C)C)(=O)O.N(CCO)(CCO)CCO